COC=1C=CC=2N(C1)N=CC2C(=O)N2[C@H](C1=C(CC2)NC=N1)C1=NN2C(C=CC=C2C)=C1 (R)-(6-methoxypyrazolo[1,5-a]pyridin-3-yl)(4-(7-methylpyrazolo[1,5-a]pyridin-2-yl)-6,7-dihydro-1H-imidazo[4,5-c]pyridin-5(4H)-yl)methanone